Cl.NC1=C(C(=NC(=C1C(=O)O)Br)Cl)F 4-amino-2-bromo-6-chloro-5-fluoronicotinate HCl